OCC1=CC=C(C=N1)S(=O)(=O)N 6-(hydroxymethyl)pyridine-3-sulfonamide